8-(bis(mercaptomethylthio)methyl)-3,4,12,13-tetra(mercaptomethylthio)-1,15-dimercapto-2,5,7,9,11,14-hexathiapentadecane SCSC(C(SCSC(C(SCS)SCS)SCS)SCSC(C(SCS)SCS)SCS)SCS